(R)-N-((S)-5,6-Dichloro-8-hydroxy-2,3-dihydro-1H-pyrrolo[1,2-a]indol-1-yl)-2-methylpropane-2-sulfinamide ClC1=C(C=C(C=2C=C3N(C12)CC[C@@H]3N[S@](=O)C(C)(C)C)O)Cl